C(C)(C)(C)OC(NC=1C(N(C=CC1)C1=NC=CC(=C1)C=C)=O)=O (2-Oxo-4'-vinyl-2H-[1,2'-bipyridyl]-3-yl)carbamic acid tert-butyl ester